2,5-di-tert-butyl-4-phenylphenol C(C)(C)(C)C1=C(C=C(C(=C1)C1=CC=CC=C1)C(C)(C)C)O